2-{4-[7-(aminocarbonyl)-2H-indazol-2-yl]benzyl}-7-methyl-2,7-diazaspiro[4.4]nonane NC(=O)C1=CC=CC2=CN(N=C12)C1=CC=C(CN2CC3(CC2)CN(CC3)C)C=C1